CCC(C)(O)C1=CC(=C(C=C1)OC=1C=NC(=CC1)CC1CCNCC1)Br methyl-2-[3-bromo-4-[[6-(4-piperidylmethyl)-3-pyridyl]oxy]phenyl]propan-2-ol